(M)-tert-butyl (S)-4-(7-(6-amino-3-chloropyridin-2-yl)-6-fluoro-1-(2-isopropyl-4-methylpyridin-3-yl)-2-oxo-1,2-dihydropyrido[2,3-d]pyrimidin-4-yl)-3-methylpiperazine-1-carboxylate NC1=CC=C(C(=N1)C=1C(=CC2=C(N(C(N=C2N2[C@H](CN(CC2)C(=O)OC(C)(C)C)C)=O)C=2C(=NC=CC2C)C(C)C)N1)F)Cl